COC1=NC=C(C=C1C(=O)N)NC(C(=O)N1[C@@H](CC[C@H](C1)C)C=1C=NC(=CC1)C)=O |o1:16,19| Rel-2-methoxy-5-[[2-[(2S,5R)-5-methyl-2-(6-methyl-3-pyridyl)-1-piperidyl]-2-oxo-acetyl]amino]pyridine-3-carboxamide